C(#N)C=1C=C2C(=C(C(N(C2=CC1)C)=O)C(=O)N)N1CCC(CC1)C=1OC2=C(N1)C=C(C=C2)C 6-cyano-1-methyl-4-[4-(5-methyl-1,3-benzoxazol-2-yl)piperidin-1-yl]-2-oxo-1,2-dihydroquinoline-3-carboxamide